19-[(dimethylamino)methyl]octacos-11-enoate CN(C)CC(CCCCCCC=CCCCCCCCCCC(=O)[O-])CCCCCCCCC